[5-(4-aminocinnolin-7-yl)-2-(cyclopropyloxy)-4-pyrazol-1-yl-phenyl]boronic acid formate salt C(=O)O.NC1=CN=NC2=CC(=CC=C12)C=1C(=CC(=C(C1)B(O)O)OC1CC1)N1N=CC=C1